COC(=O)C=1OC2=C(C1N(CCCl)CC(F)(F)C1OCC(OC1)CO[Si](C1=CC=CC=C1)(C1=CC=CC=C1)C(C)(C)C)C=C(C=C2)C(F)(F)F.C(#N)C=2C=C(C=CC2)C2=CC=NO2 5-(3-cyanophenyl)isoxazole methyl-3-((2-(5-(((tert-butyldiphenylsilyl)oxy)methyl)-1,4-dioxan-2-yl)-2,2-difluoroethyl)(2-chloroethyl)amino)-5-(trifluoromethyl)benzofuran-2-carboxylate